5-(tert-butyl)-7-(3,3-difluoropyrrolidin-1-yl)-3-(2-iodobenzyl)-3H-[1,2,3]Triazolo[4,5-b]Pyridine C(C)(C)(C)C1=CC(=C2C(=N1)N(N=N2)CC2=C(C=CC=C2)I)N2CC(CC2)(F)F